C1=CC(=CC2=NC3=CC=CC=C3C=C12)C=1SC=C(N1)C(=O)NC1CCC=2C1=NC=CC2 2-(acridin-3-yl)-N-{5H,6H,7H-cyclopenta[b]pyridin-7-yl}-1,3-thiazole-4-carboxamide